[O-2].[O-2].[O-2].[Ga+3].[Ga+3] gallium(III) trioxide